N=1C=NN2C1C=CC(=C2)C2=CSC=1C2=NC(=CC1)NC1=NNC=C1 3-([1,2,4]triazolo[1,5-a]pyridin-6-yl)-N-(1H-pyrazol-3-yl)thieno[3,2-b]pyridin-5-amine